3-cyanobenzoic acid cyanomethyl ester C(#N)COC(C1=CC(=CC=C1)C#N)=O